5-((5-(((3s,5s,7s)-adamantan-1-yl)amino)pentyl)amino)-2-methyl-4-oxoquinazoline C12(CC3CC(CC(C1)C3)C2)NCCCCCNC2=C3C(NC(=NC3=CC=C2)C)=O